tert-butyl N-(cyclobutylmethyl)-N-[(3R)-1-[6-(cyclopropanecarbonyl)pyridazin-3-yl]-3-piperidyl]carbamate C1(CCC1)CN(C(OC(C)(C)C)=O)[C@H]1CN(CCC1)C=1N=NC(=CC1)C(=O)C1CC1